5-benzyl-3-[[(3-cyano-4-isopropoxy-benzoyl)amino]methyl]-4H-1,2-oxazole C(C1=CC=CC=C1)C1CC(=NO1)CNC(C1=CC(=C(C=C1)OC(C)C)C#N)=O